CC1=CC(=NN1C1=NC(=CC=C1[C@@H]1OC[C@@H](C1)C#N)C=1C=NN2C1C=CC(=C2)OC=2N=NC(=CC2)C)C#N |r| 5-methyl-1-[6-[6-(6-methylpyridazin-3-yl)oxypyrazolo[1,5-a]pyridin-3-yl]-3-[rac-(2R,4S)-4-cyanooxolan-2-yl]pyridin-2-yl]pyrazole-3-carbonitrile